BrC1=CC(=C(C=C1)C1C(C1C(C)(C)C)(F)F)Cl 4-bromo-1-(3-tert-butyl-2,2-difluoro-cyclopropyl)-2-chloro-benzene